N-(4-fluoro-3-methylphenyl)-N-methyl-2-(6-methyl-4-(trifluoromethyl)pyridin-2-yl)-5-oxopyrazolidine-3-carboxamide FC1=C(C=C(C=C1)N(C(=O)C1N(NC(C1)=O)C1=NC(=CC(=C1)C(F)(F)F)C)C)C